C(=O)(O)[C@@H](CC=1C=C2[C@@H](CCOC2=CC1)C=1C(=C(NC=CC1)CC=1C=C(C=CC1OC)C[C@H](C(=O)O)[C@@H]1CNCC1)CC=1C=C(C=CC1OC)C[C@H](C(=O)O)[C@@H]1CNCC1)[C@@H]1CNCC1 (2S,2'S)-3,3'-(((((S)-6-((S)-2-carboxy-2-((R)-pyrrolidin-3-yl)ethyl)chroman-4-yl)azepinediyl)bis(methylene))bis(4-methoxy-3,1-phenylene))bis(2-((R)-pyrrolidin-3-yl)propanoic acid)